FC1(CCOC2=CC=C(C=C12)C(C)N1C[C@@H](N(C[C@H]1C)C=1C=2N=C(N(C2N(C(N1)=O)C)CC)CC#N)C)F 2-(6-((2S,5R)-4-(1-(4,4-difluorochroman-6-yl)ethyl)-2,5-dimethylpiperazin-1-yl)-9-ethyl-3-methyl-2-oxo-3,9-dihydro-2H-purin-8-yl)acetonitrile